NC1=C(C)C=C(C(=C1C)N)C 2,4-diamino-3,5-dimethyl-toluene